1-methylpentadecylphenol CC(CCCCCCCCCCCCCC)C1=C(C=CC=C1)O